C(C(O)CC(=O)O)(=O)O.N[C@@H](CS)C(=O)O Cysteine Malate